3-(4-(2-chloropyridin-3-yl)piperazin-1-yl)benzo[d]isoxazole ClC1=NC=CC=C1N1CCN(CC1)C1=NOC2=C1C=CC=C2